N-methyl-N-((S)-1-(((R)-1-methylazepin-2-yl)sulfonyl)pyrrolidine-3-carbonyl)-L-valine CN([C@@H](C(C)C)C(=O)O)C(=O)[C@@H]1CN(CC1)S(=O)(=O)C=1N(C=CC=CC1)C